(S)-6-(1-amino-1,3-dihydrospiro[indene-2,4'-piperidine]-1'-yl)-3-(7,7-dimethyl-7,8-dihydroquinolin-5-yl)-1,5-dihydro-4H-pyrazolo[3,4-d]pyrimidin-4-one N[C@@H]1C2=CC=CC=C2CC12CCN(CC2)C=2NC(C1=C(N2)NN=C1C=1C=2C=CC=NC2CC(C1)(C)C)=O